COC=1C=C2CCN(CC2=CC1NC=1N=CC2=C(N1)N(C(=C2)C#N)C2=CC=CC=C2)C 2-((6-methoxy-2-methyl-1,2,3,4-tetrahydroisoquinolin-7-yl)amino)-7-phenyl-7H-pyrrolo[2,3-d]pyrimidine-6-carbonitrile